diisopropyl propanedioate C(CC(=O)OC(C)C)(=O)OC(C)C